C(CCCCCCCCCCCCCC=CCCCCCCCCCCC)(=O)O 15-Heptacosenoic acid